methyl 3-(cyclopent-1-en-1-yl)-1-methylindazole-5-carboxylate C1(=CCCC1)C1=NN(C2=CC=C(C=C12)C(=O)OC)C